ClC1=C(C=CC(=C1)C(F)(F)F)NC(CN1C=2N(C(C(=C1CC)N1CCNCC1)=O)N=C(N2)C=2CC1CC(CC1C2)=O)=O N-(2-chloro-4-(trifluoromethyl)phenyl)-2-(5-ethyl-7-oxo-2-(5-oxo-1,3a,4,5,6,6a-hexahydropentalen-2-yl)-6-(piperazin-1-yl)-[1,2,4]triazolo[1,5-a]pyrimidin-4(7H)-yl)acetamide